benzyl ((S)-2-(methylamino)butanoyl)-L-isoleucinate CN[C@H](C(=O)N[C@@H]([C@@H](C)CC)C(=O)OCC1=CC=CC=C1)CC